C(C=C)(=O)NCCC[Si](OC)(C)C acrylamidopropyldimethylmethoxysilane